(S)-1-benzylpyrrolidin C(C1=CC=CC=C1)N1CCCC1